3-[(3-fluoro-2-methylphenyl)amino]-2-[3-(2-methoxy-2-methylpropoxy)pyridin-4-yl]-1,5,6,7-tetrahydro-4H-pyrrolo[3,2-c]pyridin-4-one FC=1C(=C(C=CC1)NC1=C(NC2=C1C(NCC2)=O)C2=C(C=NC=C2)OCC(C)(C)OC)C